O1CCN(CC1)CCN1C(CCC2=CC=C(C=C12)C1=CC=NC2=CC=CC=C12)=O 1'-(2-morpholinoethyl)-3',4'-dihydro-[4,7'-biquinoline]-2'(1'H)-one